C(C)OC1=C(C=C(C=C1)S(=O)(=O)N1CCN(CC1)C)C=1NC(C2=C(N1)C(=NN2C)CCC)=O 5-[2-ethoxy-5-(4-methylpiperazin-1-yl)sulfonylphenyl]-1-methyl-3-propyl-6H-pyrazolo[4,3-d]pyrimidin-7-one